4-(5-cyclopropyl-1,2,4-oxadiazol-3-yl)-N-[3-fluoro-4'-(propane-2-yl)[1,1'-biphenyl]-2-yl]-4-methylpiperidine-1-carboxamide C1(CC1)C1=NC(=NO1)C1(CCN(CC1)C(=O)NC1=C(C=CC=C1F)C1=CC=C(C=C1)C(C)C)C